5-(3,4-dihydro-2H-1-benzopyran-2-yl)-2-methoxyphenol O1C(CCC2=C1C=CC=C2)C=2C=CC(=C(C2)O)OC